C1(=CC=CC=C1)C1(CC1)C=1SC=C(N1)C1=CC=NC=C1 4-(2-(1-phenylcyclopropyl)thiazol-4-yl)pyridine